BrC=1C=C2C(=NN(C2=CC1)CC(C)(C)O)C(=O)OC methyl 5-bromo-1-(2-hydroxy-2-methylpropyl)-1H-indazole-3-carboxylate